The molecule is a disaccharide derivative in which N-acetyl-alpha-D-galactosaminyl-(1->4)-N-acetyl-alpha-D-galactosamine is linked glycosidically to biotin via a (21-oxo-3,6,9,12,15,18-hexaoxa-22-azapentacosan-1-yl)amino spacer. One of a set of synthesised biotinylated oligo-alpha-(1->4)-D-galactosamines comprising from two to six monosaccharide units, along with their N-acetylated derivatives (PMID:31913631), aimed at analysing the specificity of the antibody responses to a complex exopolysaccharide galactosaminogalactan found in Aspergillus fumigatus, the most important airborne human fungal pathogen in industrialized countries. It is a member of biotins and a disaccharide derivative. CC(=O)N[C@@H]1[C@H]([C@H]([C@H](O[C@@H]1O[C@H]2[C@H](O[C@@H]([C@@H]([C@H]2O)NC(=O)C)OCCCNC(=O)CCOCCOCCOCCOCCOCCOCCNC(=O)CCCC[C@H]3[C@@H]4[C@H](CS3)NC(=O)N4)CO)CO)O)O